dimethyl {2-[4-bromo-3-(trifluoromethyl)phenyl]-2-oxoethyl}propanedioate BrC1=C(C=C(C=C1)C(CC(C(=O)OC)C(=O)OC)=O)C(F)(F)F